FC1(CCC(CC1)OC([C@@H](NP(=O)(OC1=CC=CC=C1)OC1=CC=C(C=C1)[N+](=O)[O-])C)=O)F ((4-Nitrophenoxy)(phenoxy)phosphoryl)-L-alanine 4,4-difluorocyclohexyl ester